ClC(C1=NC(=NC(=N1)C(Cl)(Cl)Cl)C(Cl)(Cl)Cl)(Cl)Cl 2,4,6-tris(trichloromethyl)-1,3,5-triazine